2-hydroxy-2-methylpropanamine OC(CN)(C)C